CS(=O)(=O)OC1CC2(C1)CCN(CC2)C(=O)OC(C)(C)C tert-butyl 2-(methylsulfonyloxy)-7-azaspiro[3.5]nonane-7-carboxylate